bis(pentamethylcyclopentadienyl)cobalt(II) CC1=C(C(=C(C1(C)[Co]C1(C(=C(C(=C1C)C)C)C)C)C)C)C